ClCCNC(=O)N 1-(2-chloroethyl)urea